N-[4-Fluoro-5-[1-(4-chlorophenyl)pyrazol-4-yl]-2-methylphenyl]pyrazolo[1,5-a]pyridine-3-carboxamide FC1=CC(=C(C=C1C=1C=NN(C1)C1=CC=C(C=C1)Cl)NC(=O)C=1C=NN2C1C=CC=C2)C